NC1=C(C(=NC(=C1C)C1=CC=C(C=C1)Br)C(=O)O)Cl 4-amino-6-(4-bromophenyl)-3-chloro-5-methylpyridine-2-carboxylic acid